propyl 1-ethyl-3-methyl-1H-pyrazole-5-carboxylate C(C)N1N=C(C=C1C(=O)OCCC)C